[C@@H]12N(C[C@@H](NC1)C2)C2CN(C2)C=2C=C1C(N(C(C1=CC2)=O)C2C(NC(CC2)=O)=O)=O 5-(3-((1S,4S)-2,5-diazabicyclo[2.2.1]hept-2-yl)azetidin-1-yl)-2-(2,6-dioxopiperidin-3-yl)isoindoline-1,3-dione